COC1=C(C(=CC(=C1)C(F)(F)F)C)C1=CC2=C(N=N1)N(C=N2)[C@H]2CN(CCC2)C 3-[2-Methoxy-6-methyl-4-(trifluoromethyl)phenyl]-7-[(3R)-1-methylpiperidin-3-yl]-7H-imidazo[4,5-c]pyridazine